2-acetamido-2-deoxy-α-D-mannopyranosyl phosphate P(=O)(O[C@@H]1[C@H]([C@@H](O)[C@H](O)[C@H](O1)CO)NC(C)=O)([O-])[O-]